Tert-butyl 6-(3-(2,2-dimethyl-4-(methyl(oxetan-3-yl)amino)piperidin-1-yl)-5-methyl-1H-pyrazol-1-yl)-2-azaspiro[3.3]heptane-2-carboxylate CC1(N(CCC(C1)N(C1COC1)C)C1=NN(C(=C1)C)C1CC2(CN(C2)C(=O)OC(C)(C)C)C1)C